NCCN1CCCC1 1-(2-amino-ethyl)-pyrrolidine